1,3-dimethyl-3-(t-butylperoxy)butanol dodecafluoroheptyl-acrylate perfluorooctyl-ethyl-acrylate FC(=C(C(=O)O)C(C(F)(F)F)(F)F)C(C(C(C(C(C(C(C(F)(F)F)(F)F)(F)F)(F)F)(F)F)(F)F)(F)F)(F)F.FC(C(C(C(C(F)(F)C(C(=O)O)=C)(F)F)(F)F)(F)F)CC(F)(F)F.CC(CC(C)(OOC(C)(C)C)C)O